(1S,4r)-4-hydroxy-4-((S)-5H-imidazo[5,1-a]isoindol-5-yl)cyclohexane-1-carbonitrile OC1(CCC(CC1)C#N)[C@H]1N2C(C3=CC=CC=C13)=CN=C2